4-(3-((tert-butyldimethylsilyl)oxy)propoxy)-2-chloro-3-nitropyridine [Si](C)(C)(C(C)(C)C)OCCCOC1=C(C(=NC=C1)Cl)[N+](=O)[O-]